3-(2-aminoethyl)-aminopropylamine NCCC(CCN)N